BrC=1C(=NN(C1)CC=1N=NN(C1)COCC[Si](C)(C)C)C 2-[[4-[(4-bromo-3-methyl-pyrazol-1-yl)methyl]triazol-1-yl]methoxy]ethyl-trimethyl-silane